C(C)OC(=O)[C@@H]1OC(O[C@@H]1C1=C(N=C(S1)Cl)C)(C)C (4R,5S)-ethyl-5-(2-chloro-4-methylthiazol-5-yl)-2,2-dimethyl-1,3-dioxolane-4-carboxylate